2-methylene-4-methyl-1,3-dioxepane C=C1OCCCC(O1)C